C(=O)(OC(C)(C)C)N[N-]C(C(=O)[N-]C)=O N'-Bocamino-N-methyloxalyl-diamide